pyrido-pyrazine N1=CC=NC2=C1C=CC=N2